N-((1-(6-(6-(Difluoromethyl)imidazo[1,2-b]pyridazin-3-yl)pyrimidin-4-yl)-4-methylpyrrolidin-3-yl)methyl)methanesulfonamide FC(C=1C=CC=2N(N1)C(=CN2)C2=CC(=NC=N2)N2CC(C(C2)C)CNS(=O)(=O)C)F